CC1=CC(=NN1)NC=1C2=C(N=CN1)C=CO2 N-(5-methyl-1H-pyrazol-3-yl)furo[3,2-d]Pyrimidin-4-amine